C1(CCC1)C=1C(=NN(C1NC(OCC(C)(F)F)=O)C)C1CC(C1)(F)F 2,2-difluoropropyl (4-cyclobutyl-3-(3,3-difluorocyclobutyl)-1-methyl-1H-pyrazol-5-yl)carbamate